O=C1C=C(C2=NC3=C(C=CC=C3OC2=C1)C(=O)NC1C(OC(C(N(C(CN(C(C2CCCC2C(C(NC1=O)C(C)C)=O)=O)C)=O)C)C(C)C)=O)C)C(=O)NC1C(OC(C(N(C(CN(C(C2CCCC2C(C(NC1=O)C(C)C)=O)=O)C)=O)C)C(C)C)=O)C 3-oxo-1-N,9-N-bis[3,6,10-trimethyl-2,5,8,12,15-pentaoxo-7,14-di(propan-2-yl)-9-oxa-3,6,13-triazabicyclo[14.3.0]nonadecan-11-yl]phenoxazine-1,9-dicarboxamide